N-(4-methoxybenzyl)-1,2-ethylenediamine COC1=CC=C(CNCCN)C=C1